8-bromo-9-fluoro-1,4,4-trimethyl-4,5-dihydro-2,3,5,7,9b-pentaaza-cyclopenta[a]naphthalene BrC1=NC=C2NC(C=3N(C2=C1F)C(=NN3)C)(C)C